methyl 2-(azetidin-1-yl)-7-bromo-1H-benzo[d]imidazole-4-carboxylate N1(CCC1)C1=NC2=C(N1)C(=CC=C2C(=O)OC)Br